4,7-bis(4-hexyl-5-bromo-thienyl)-2,1,3-benzothiadiazole C(CCCCC)C=1C=C(SC1Br)C1=CC=C(C2=NSN=C21)C=2SC(=C(C2)CCCCCC)Br